ClC1=C(C(=O)O)C=C(C=C1)OC1=C(C(=C(C(=C1F)F)F)F)F 2-chloro-5-(perfluorophenoxy)benzoic acid